bis-t-butyldiisopropylbenzene C(C)(C)(C)C1=C(C(=C(C=C1)C(C)C)C(C)C)C(C)(C)C